C(C1=CC=CC=C1)C(O)[C@H](O)[C@@H](O)[C@H](O)[C@H](O)CO monobenzyl-(D)-sorbitol